methyl (2S)-2-(tert-butoxycarbonylamino)-6-[[4-[[3-[4-(difluoromethoxy)phenyl]imidazo[1,2-a]pyrazin-8-yl]amino]-2-methylbenzoyl]amino]hexanoate C(C)(C)(C)OC(=O)N[C@H](C(=O)OC)CCCCNC(C1=C(C=C(C=C1)NC=1C=2N(C=CN1)C(=CN2)C2=CC=C(C=C2)OC(F)F)C)=O